[5-(2,2-difluoroethyl)-4,6-dimethoxy-pyrimidin-2-yl]amine FC(CC=1C(=NC(=NC1OC)N)OC)F